C/C/1=C\\CC[C@](/C=C/[C@](CCC2=C[C@@H](C1)OC2=O)(C(C)C)O)(C)O The molecule is a cembrane diterpenoid that is cembra-2E,7E,11Z-trien-20,10-olide substituted by hydroxy groups at positions 1 and 4. It has been isolated from the leaves of Croton gratissimus. It has a role as a metabolite. It is a cembrane diterpenoid, a diterpene lactone, a macrocycle and a diol.